C1(CC1)CS(=O)(=NC1=CC=C(C=C1)C1=NOC(=N1)C(F)(F)F)C1=CC=CC=C1 (cyclopropylmethyl)(phenyl)((4-(5-(trifluoromethyl)-1,2,4-oxadiazol-3-yl)phenyl)imino)-λ6-sulfanone